ClC1=CNC2=C(C=CC(=C12)Cl)N 3,4-dichloro-1H-indol-7-amine